C(C)(C)(C)CC(C)(C)OC(=O)N(C(O)=O)C1=C(N=CC2=C(C(=CC=C12)F)Br)C(N(CCC)C(=O)OC(C)(C)C)=O.C(#N)C=1C(=NC(=CC1C(F)(F)F)O)O 3-cyano-2,6-dihydroxy-4-trifluoromethyl-pyridine tert-butyl-(8-bromo-3-((tert-butoxycarbonyl)(propyl)carbamoyl)-7-fluoroisoquinolin-4-yl)(tert-butoxycarbonyl)carbamate